FC1CCN(CC1)CCOCCNC(C1=C(C=C(C=C1)NC=1C=2N(C=CN1)C(=CN2)C2=CC=C(C=C2)OC)C)=O N-(2-(2-(4-fluoropiperidin-1-yl)ethoxy)ethyl)-4-((3-(4-methoxyphenyl)imidazo[1,2-a]pyrazin-8-yl)amino)-2-methylbenzamide